OXOPIPERiDINE O=C1NCCCC1